tert-Butyl 3-{2-[(S)-benzyloxycarbonylamino(4-methylcyclohexyl)methyl]-4-fluoro-1H-benzimidazol-5-yl}-4-(dimethylcarbamoyl)pyrrolidine-1-carboxylate C(C1=CC=CC=C1)OC(=O)N[C@H](C1=NC2=C(N1)C=CC(=C2F)C2CN(CC2C(N(C)C)=O)C(=O)OC(C)(C)C)C2CCC(CC2)C